BrC1=C2CCC(NC2=CC=C1)C 5-bromo-2-methyl-1,2,3,4-tetrahydroquinoline